N'-((1,2,3,5,6,7-hexahydro-s-indacen-4-yl)carbamoyl)-6,6-dimethyl-6,7-dihydro-5H-pyrazolo[5,1-b][1,3]oxazine-3-sulfonimidamide C1CCC2=C(C=3CCCC3C=C12)NC(=O)N=S(=O)(N)C=1C=NN2C1OCC(C2)(C)C